N-[(1S)-1-(4-iodophenyl)ethyl]-2,6-dimethyl-furo[2,3-d]pyrimidin-4-amine IC1=CC=C(C=C1)[C@H](C)NC=1C2=C(N=C(N1)C)OC(=C2)C